ethane-1,2-dithiol zinc salt [Zn].C(CS)S